COC1=C(C(=C(C=C1C)NS(=O)(=O)C1=CC=C(C=C1)C)N1C2=CC=CC=C2C=2C(=CC=CC12)OCC1OC1)C N-(4-methoxy-3,5-dimethyl-2-(4-(oxiran-2-ylmethoxy)-9H-carbazol-9-yl)phenyl)-4-methylbenzenesulfonamide